2,3-dimethyl-5-butyl-1,4-naphthoquinone CC=1C(C2=CC=CC(=C2C(C1C)=O)CCCC)=O